5-(2-Chloro-3-hydroxybenzyl)-3-methyl-4-oxo-4,5,6,7-tetrahydropyrazolo[1,5-a]pyrazine-2-carboxylic acid (5-trifluoromethyl-[1,3,4]thiadiazol-2-yl) amide FC(C1=NN=C(S1)NC(=O)C1=NN2C(C(N(CC2)CC2=C(C(=CC=C2)O)Cl)=O)=C1C)(F)F